1-(7-hydroxyquinolin-8-yl)ethan-1-one OC1=CC=C2C=CC=NC2=C1C(C)=O